C(C)OC(CC(=O)N[C@H](C(=O)OC)C1=CC=CC=C1)=O.C(=O)(C=C)[NH3+] acryl-ammonium (S)-ethyl-3-((2-methoxy-2-oxo-1-phenylethyl)amino)-3-oxopropanoate